Cl.COC=1C=NC=2CCCC(C2C1)N 3-Methoxy-5,6,7,8-tetrahydroquinolin-5-amine hydrochloride